O1C(=CC=C1)CCS 2-(2-furyl)ethanethiol